octadecanyl-sulfonate methyl-2-bromo-5-fluoro-4-methoxybenzoate COC(C1=C(C=C(C(=C1)F)OC)Br)=O.C(CCCCCCCCCCCCCCCCC)S(=O)(=O)O